palladium(II) bis(tricyclohexylphosphine) dichloride [Cl-].[Cl-].C1(CCCCC1)P(C1CCCCC1)C1CCCCC1.C1(CCCCC1)P(C1CCCCC1)C1CCCCC1.[Pd+2]